5-bromo-7-nitro-3,4-dihydroisoquinolin-1(2H)-one BrC1=C2CCNC(C2=CC(=C1)[N+](=O)[O-])=O